(2S,4R)-1-((S)-2-(1-fluorocyclopropane-1-carboxamido)-3,3-dimethylbutanoyl)-4-hydroxy-N-(4-(4-methylthiazol-5-yl)-2-(piperidin-4-yloxy)benzyl)pyrrolidine-2-carboxamide FC1(CC1)C(=O)N[C@H](C(=O)N1[C@@H](C[C@H](C1)O)C(=O)NCC1=C(C=C(C=C1)C1=C(N=CS1)C)OC1CCNCC1)C(C)(C)C